CO[Sn](CCCC)(CCCC)OC dimethoxydibutyl-tin